thioethylene-diethylene bis[3-(3,5-di-tert-butyl-4-hydroxyphenyl) propionate] C(C)(C)(C)C=1C=C(C=C(C1O)C(C)(C)C)CCC(=O)OSCCCCCCOC(CCC1=CC(=C(C(=C1)C(C)(C)C)O)C(C)(C)C)=O